ethyl 1-(2-(1-((tert-butyldimethylsilyl) oxy) ethyl)-4-fluorophenyl)-3-methyl-1H-pyrazole-5-carboxylate [Si](C)(C)(C(C)(C)C)OC(C)C1=C(C=CC(=C1)F)N1N=C(C=C1C(=O)OCC)C